ClC1=C(C=CC=C1F)CC(=O)NC1=CN=NC(=C1)NC1=CC(=CC=C1)F 2-(2-chloro-3-fluorophenyl)-N-[6-(3-fluorophenylamino)pyridazin-4-yl]acetamide